CC1=NOC(=C1C=1C=CC(=NC1)C[N+]1=NOC(=C1)[N-]C(NC1=CC(=C(C=C1)F)C(F)(F)F)=O)C (3-((5-(3,5-dimethylisoxazol-4-yl)pyridin-2-yl)methyl)-1,2,3-oxadiazol-3-ium-5-yl)((4-fluoro-3-(trifluoromethyl)phenyl)carbamoyl)amide